tert-butyl ((1S)-(7-(cyclopropyl(4,4,4-trifluorobutanamido)methyl)imidazo[1,2-a]pyrimidin-2-yl)(4,4-difluorocyclohexyl)methyl)carbamate C1(CC1)C(C1=NC=2N(C=C1)C=C(N2)[C@H](C2CCC(CC2)(F)F)NC(OC(C)(C)C)=O)NC(CCC(F)(F)F)=O